1-[5-(Pyridine-2-sulfonyl)-1H,2H,3H,4H,5H,6H-pyrrolo[3,4-c]pyrrol-2-yl]-2-(1H-pyrrol-2-yl)ethan-1-one N1=C(C=CC=C1)S(=O)(=O)N1CC2=C(C1)CN(C2)C(CC=2NC=CC2)=O